OC1[C@@](CN(CC1)C(=O)[O-])(C(=O)[O-])C (3R)-4-Hydroxy-3-methylpiperidine-1,3-dicarboxylate